3-{4-[4-(4-chloro-3-methoxyphenyl)piperazine-1-sulfonyl]phenyl}-1-(pyridin-3-ylmethyl)urea ClC1=C(C=C(C=C1)N1CCN(CC1)S(=O)(=O)C1=CC=C(C=C1)NC(NCC=1C=NC=CC1)=O)OC